C(=C)C(O)C1=CC=CC=C1 vinylphenyl-methanol